BrC=1C(=NC(=NC1)NC1=CC(=C(C=C1)F)[N+](=O)[O-])NC=1C(=C2N=CC=NC2=CC1)P(C)C (6-((5-bromo-2-((4-fluoro-3-nitrophenyl)amino)pyrimidin-4-yl)amino)quinoxalin-5-yl)dimethylphosphine